7-[7-(2,4-difluoro-6-isopropoxy-phenyl)-4-hydroxy-thieno[3,2-c]pyridin-6-yl]-3,4-dihydro-1H-2,6-naphthyridine-2-carboxylic acid tert-butyl ester C(C)(C)(C)OC(=O)N1CC2=CC(=NC=C2CC1)C1=C(C2=C(C(=N1)O)C=CS2)C2=C(C=C(C=C2OC(C)C)F)F